ETHYLBUTYL ((((2R,3S,4S,5R)-5-(4-AMINO-2-OXOPYRIMIDIN-1(2H)-YL)-3,4-DIHYDROXYTETRAHYDROTHIOPHEN-2-YL)METHOXY)(PHENOXY)PHOSPHORYL)-L-ALANINATE NC1=NC(N(C=C1)[C@H]1[C@H]([C@@H]([C@H](S1)COP(=O)(OC1=CC=CC=C1)N[C@@H](C)C(=O)OC(CCC)CC)O)O)=O